CCCCCCCCCCCCCCCCCCCCCCCCC(=O)O The molecule is a straight-chain saturated fatty acid and a very long-chain fatty acid. It is a conjugate acid of a pentacosanoate.